C(C1=CC=CC=C1)OC1=C2C(=NC(=C1)Cl)C1(OCC2)COCC1 4'-(Benzyloxy)-2'-chloro-4,5,5',6'-tetrahydro-2H-spiro[furan-3,8'-pyrano[3,4-b]pyridine]